O.O.O.[O-]P([O-])(=O)OP(=O)([O-])[O-].[Zn+2].[Zn+2] Zinc pyrophosphate trihydrate